cyclohexyl-2-{4-[2,4-bis(trichloromethyl)-s-triazin-6-yl]phenylthio}acetate C1(CCCCC1)OC(CSC1=CC=C(C=C1)C1=NC(=NC(=N1)C(Cl)(Cl)Cl)C(Cl)(Cl)Cl)=O